5-methyl-4,5-dihydro-1,2-oxazol-5-carboxylat CC1(CC=NO1)C(=O)[O-]